Diaminophenyl-oxydiazole NC1=C(C(=NN1)OC1=CC=CC=C1)N